FC1=CC=C(OCCN(CC[C@@H](C(=O)O)NC=2C=3C(N=CN2)=CN(N3)C)CCCCC3=NC=2NCCCC2C=C3)C=C1 (S)-4-((2-(4-fluorophenoxy)ethyl)(4-(5,6,7,8-tetrahydro-1,8-naphthyridin-2-yl)butyl)amino)-2-((2-methyl-2H-pyrazolo[4,3-d]pyrimidin-7-yl)amino)butanoic acid